C(C)(C)(C)OC(N(C[C@H](C)O)CC(O)C1=CC(=NC(=C1)Cl)Cl)=O.FC(C1=CC=C(C=C1)NC(C=1C(O)=CC=C(C1)F)=O)(F)F N-(4-trifluoromethylphenyl)-5-fluorosalicylamide tert-butyl-(2-(2,6-dichloropyridin-4-yl)-2-hydroxyethyl)((S)-2-hydroxypropyl)-carbamate